(R)-N-(2-(4-Cyanothiazolidin-3-yl)-2-oxoethyl)-6-(1,4-oxazepan-4-yl)quinoline-4-carboxamide C(#N)[C@H]1N(CSC1)C(CNC(=O)C1=CC=NC2=CC=C(C=C12)N1CCOCCC1)=O